FC1=CC=C(C=C1)[C@@H]1N(CCC2=CC=CC=C12)C(=O)[C@H]1C[C@H]2[C@@H](N(CCN2S(=O)(=O)C2=CC=C(C)C=C2)C(C)=O)CO1 1-((4aR,7R,8aS)-7-((S)-1-(4-fluorophenyl)-1,2,3,4-tetrahydroisoquinoline-2-carbonyl)-1-tosyloctahydro-4H-pyrano[3,4-b]pyrazin-4-yl)ethan-1-one